3,4-dichlorophenyl 3-deoxy-3-[4-(5-fluoro-2-thienyl)-1H-1,2,3-triazol-1-yl]-1-thio-alpha-D-galactopyranoside FC1=CC=C(S1)C=1N=NN(C1)[C@@H]1[C@H]([C@@H](SC2=CC(=C(C=C2)Cl)Cl)O[C@@H]([C@@H]1O)CO)O